CC1(CCC1)NC([O-])=O (1-methylcyclobutyl)carbamate